(R)-3-((3-(4-amino-2-(trifluoromethyl)pyrido[3,2-d]pyrimidin-6-yl)phenyl)ethynyl)-3-hydroxy-1-methylpyrrolidin-2-one NC=1C2=C(N=C(N1)C(F)(F)F)C=CC(=N2)C=2C=C(C=CC2)C#C[C@]2(C(N(CC2)C)=O)O